FC1=CC(=CC(=N1)N1C(C2=C(N=C(N=C2)C2=NC=NN2)CC1)C)OC 6-(6-fluoro-4-methoxy-2-pyridyl)-5-methyl-2-(1H-1,2,4-triazol-5-yl)-7,8-dihydro-5H-pyrido[4,3-d]pyrimidine